ClC=1C=C(C=CC1Cl)N1C(NC2(C1=O)CCCN(CC2)C(=O)OC(C)(C)C)=O tert-butyl 3-(3,4-dichlorophenyl)-2,4-dioxo-1,3,9-triazaspiro[4.6]undecane-9-carboxylate